(7R)-2-{2-[1-(cyclopropylmethyl)-6-(1,1-difluoroethyl)-1H-pyrrolo[2,3-b]pyridin-2-yl]-7-fluoro-1-methyl-1H-1,3-benzodiazole-5-carbonyl}-2-azabicyclo[2.2.1]heptan-7-amine C1(CC1)CN1C(=CC=2C1=NC(=CC2)C(C)(F)F)C2=NC1=C(N2C)C(=CC(=C1)C(=O)N1C2CCC(C1)[C@H]2N)F